The molecule is a branched amino tetrasaccharide consisting of a linear trisaccharide derivative of alpha-L-fucose, N-acetyl-beta-D-glucosamine and (at the reducing end) alpha-D-mannose residues linked sequentially (1->4) and (1->2), to the N-acetyl-beta-D-glucosamine residue of which is also linked (1->3) a beta-D-galactose residue. It is an amino tetrasaccharide and a glucosamine oligosaccharide. C[C@H]1[C@H]([C@H]([C@@H]([C@@H](O1)O[C@@H]2[C@H](O[C@H]([C@@H]([C@H]2O[C@H]3[C@@H]([C@H]([C@H]([C@H](O3)CO)O)O)O)NC(=O)C)O[C@H]4[C@H]([C@@H]([C@H](O[C@@H]4O)CO)O)O)CO)O)O)O